2-(((3-cyanopyrrolidin-1-yl)acetyl)amino)-2-(4-methoxyphenyl)-N-(4-(trimethylsilyl)phenyl)acetamide C(#N)C1CN(CC1)CC(=O)NC(C(=O)NC1=CC=C(C=C1)[Si](C)(C)C)C1=CC=C(C=C1)OC